ClC1=C(C=C2CCC(C2=C1)OC1=CC=C2C=NN(C2=C1)C=1C=NN(C1)C)C#N 6-Chloro-1-((1-(1-methyl-1H-pyrazol-4-yl)-1H-indazol-6-yl)oxy)-2,3-dihydro-1H-indene-5-carbonitrile